ClC1=NC=NC2=C1N(C=1C=CC(=CC21)COC2=CC=NC=C2)CC(F)(F)F 4-chloro-8-((pyridin-4-yloxy)methyl)-5-(2,2,2-trifluoroethyl)-5H-pyrimido[5,4-b]indole